2,2-dimethyl-7-octenoic acid CC(C(=O)O)(CCCCC=C)C